C(C)(C)(C)OOC(C)(C)C t-Butylperoxid